ClC1=NC=C2NC(N(C2=N1)C12CCC(CC1)(CC2)O)=S 2-chloro-9-(4-hydroxybicyclo[2.2.2]octan-1-yl)-7,9-dihydro-8H-purine-8-thione